1,6-bis(cyclohex-3-en-1-ylmethoxy)hexane C1(CC=CCC1)COCCCCCCOCC1CC=CCC1